FC1=C(C(=O)O)C=CC=C1C 2-fluoro-3-methylbenzoic acid